2-cyclopropylpyrimidine-2,4-diamine C1(CC1)C1(NC=CC(=N1)N)N